butyl 1-(1-(4-(2,6-dioxopiperidin-3-yl)phenyl)piperidine-4-carbonyl)-4-methylpiperidine-4-carboxylate O=C1NC(CCC1C1=CC=C(C=C1)N1CCC(CC1)C(=O)N1CCC(CC1)(C(=O)OCCCC)C)=O